FC(C(=O)NC=1N=C(C2=C(N1)NC(=C2)C=2CCN(CC2)C(C(F)(F)F)=O)O)(F)F 2,2,2-Trifluoro-N-{4-hydroxy-6-[1-(2,2,2-trifluoroacetyl)-1,2,3,6-tetrahydropyridin-4-yl]-7H-pyrrolo[2,3-d]pyrimidin-2-yl}acetamide